C(CCCCCCC\C=C/CCCCCCCC)C(CC[NH-])CCCCCCCC\C=C/CCCCCCCC dioleylpropylamide